[C@H]12CN(C[C@H](CC1)N2)C=2C1=C(N=C(N2)OCC23CCCN3CCC2)CN(CC1)C1=C(C(=CC=C1)Cl)C(F)(F)F 4-((1R,5S)-3,8-diazabicyclo[3.2.1]octan-3-yl)-7-(3-chloro-2-(trifluoromethyl)phenyl)-2-((tetrahydro-1H-pyrrolizin-7a(5H)-yl)methoxy)-5,6,7,8-tetrahydropyrido[3,4-d]pyrimidine